(S)-5-(5-fluoro-4-((1-(5-(5-fluoropyridin-3-yl)-4,5-dihydro-1H-pyrazole-1-carbonyl)azetidin-3-yl)oxy)pyridin-2-yl)-1,4-dimethyl-1H-pyrazole-3-carbonitrile FC=1C(=CC(=NC1)C1=C(C(=NN1C)C#N)C)OC1CN(C1)C(=O)N1N=CC[C@H]1C=1C=NC=C(C1)F